S1C=2N(C=C1)C=C(N2)CC(=O)NC=2SC=C(N2)C2=C(NC1=CC=CC=C21)C 2-(imidazo[2,1-b]thiazol-6-yl)-N-[4-(2-methyl-1H-indol-3-yl)thiazol-2-yl]acetamide